NC1=[N+](C=2C=CC=CC2C2=C1N=C(N2CC(C)(C)O)COCC)[O-] 4-amino-2-(ethoxymethyl)-1-(2-hydroxy-2-methylpropyl)-1H-imidazo[4,5-c]quinoline 5-oxide